C(C)(C)(C)N(C([O-])=O)[C@H]1CO[C@@H](CC1OC)C(=O)NNC(=O)C1(CCC1)OC(F)(F)F.C(C)[N+]1(CCCC1)C 1-ethyl-1-methyl-pyrrolidinium tert-butyl-((3S,6S)-4-methoxy-6-(2-(3-cis-(trifluoromethoxy)cyclobutanecarbonyl)hydrazinecarbonyl)tetrahydro-2H-pyran-3-yl)carbamate